FC=1C=C(C=NC1)C1N=C(CC1)NNC(=O)OC methyl 2-(2-(5-fluoropyridin-3-yl)-3,4-dihydro-2H-pyrrol-5-yl)hydrazine-1-carboxylate